1,1-Dimethoxy-2,5-dimethyl-silacyclopentane CO[Si]1(C(CCC1C)C)OC